COC([C@H](CC(C)C)N1N=C(C(=C(C1=O)C)C)CCN1CC(C1)F)=O (S)-2-(3-(2-(3-fluoroazetidin-1-yl)ethyl)-4,5-dimethyl-6-oxopyridazin-1(6H)-yl)-4-methylpentanoic acid methyl ester